2-(4-(1H-1,2,4-triazol-1-yl)piperidin-1-yl)-3-(pyridin-3-yl)benzonitrile N1(N=CN=C1)C1CCN(CC1)C1=C(C#N)C=CC=C1C=1C=NC=CC1